4,4'-(1,10-phenanthroline-2,9-diyl)bisphenol N1=C(C=CC2=CC=C3C=CC(=NC3=C12)C1=CC=C(C=C1)O)C1=CC=C(C=C1)O